5-(furan-2-yl)-N-(2-(4-methyl-1H-pyrazol-1-yl)ethyl)isoxazole-3-carboxamide O1C(=CC=C1)C1=CC(=NO1)C(=O)NCCN1N=CC(=C1)C